2-butyl-(4-hydroxy-3,5-diiodobenzoyl)benzofuran C(CCC)C=1OC2=C(C1C(C1=CC(=C(C(=C1)I)O)I)=O)C=CC=C2